pentane-1,2,3,4-tetraol C(C(C(C(C)O)O)O)O